C(C)(C)(C)OC([C@@H](N)CCCCN)=O L-lysine tert-butyl ester